((2S,3R)-2-(cyclopentyloxy)-3-(3,5-dimethoxy-4-methylphenyl)-3-hydroxypropyl)-1H-benzo[D]imidazole-5-carboxylic acid C1(CCCC1)O[C@@H](CN1C=NC2=C1C=CC(=C2)C(=O)O)[C@H](O)C2=CC(=C(C(=C2)OC)C)OC